6-benzyloxy-3,4-dihydro-1H-quinolin-2-one C(C1=CC=CC=C1)OC=1C=C2CCC(NC2=CC1)=O